(1S,2S)-N-(3-bromo-1-[[2-(trimethylsilyl)ethoxy]methyl]pyrrolo[2,3-b]pyridin-6-yl)-2-fluorocyclopropane-1-carboxamide BrC1=CN(C2=NC(=CC=C21)NC(=O)[C@H]2[C@H](C2)F)COCC[Si](C)(C)C